4-methyl-4H-pyrrolo[3,4-d]Isoxazole-5(6H)-carboxylic acid tert-butyl ester C(C)(C)(C)OC(=O)N1C(C=2C=NOC2C1)C